The molecule is the (2R)-enantiomer of ethyl lactate. It has a role as a Saccharomyces cerevisiae metabolite. It derives from a (R)-lactic acid. It is an enantiomer of an ethyl (2S)-lactate. CCOC(=O)[C@@H](C)O